tert-butyl 4-(4-((6-cyano-7-oxo-8-(1,2,3,4-tetrahydronaphthalen-1-yl)-7,8-dihydropyrido[2,3-d]pyrimidin-2-yl)amino)phenyl)piperazine-1-carboxylate C(#N)C1=CC2=C(N=C(N=C2)NC2=CC=C(C=C2)N2CCN(CC2)C(=O)OC(C)(C)C)N(C1=O)C1CCCC2=CC=CC=C12